2-((2-((Trans-4-aminocyclohexyl)amino)-5-chloropyrimidin-4-yl)amino)-N-methylbenzamide N[C@@H]1CC[C@H](CC1)NC1=NC=C(C(=N1)NC1=C(C(=O)NC)C=CC=C1)Cl